dibutenyl-amine C(=CCC)NC=CCC